C(C)(=O)O.C(C1=CC=CC=C1)(=O)N1N=CC(=C1)C(=O)NCC1=CC=C(C=C1)C(N)=N 1-benzoyl-N-(4-carbamimidoylbenzyl)-1H-pyrazole-4-carboxamide acetate